BrC1=CC=C(C=C1)CCCC(=O)N 4-bromobenzenebutyramide